CC1N(C(CCC1)C)[Si]1(O[SiH](O[SiH](O1)C)C)C 2-(2,6-dimethylpiperidino)-2,4,6-trimethylcyclotrisiloxane